COC1=NC(=CC(=N1)NC1=NN2C(C=C(C=C2)C=2N(N=CC2OC[C@@H]2N(CC2)C)C)=C1)C N-(2-methoxy-6-methyl-pyrimidin-4-yl)-5-[2-methyl-4-[[(2R)-1-methylazetidin-2-yl]methoxy]pyrazol-3-yl]pyrazolo[1,5-a]pyridin-2-amine